C(C=C)(=O)NC1=CC=C(C=C1)C1=NC2=CC(=CC=C2C(=N1)NC1=NNC(=C1)C)N1[C@@H](CCC1)C(=O)N (S)-1-(2-(4-acrylamidophenyl)-4-((5-methyl-1H-pyrazol-3-yl)amino)quinazolin-7-yl)pyrrolidine-2-carboxamide